N,N-diisopropylthiophene-3-carboxamide C(C)(C)N(C(=O)C1=CSC=C1)C(C)C